COC(C(=O)Cl)(C(F)(F)F)C1=CC=CC=C1 α-methoxy-α-trifluoromethylphenylacetyl chloride